amino(amino)silane N[SiH2]N